CC1(NC(CC(C1)NC1=CC=CN=N1)(C)C)C 6-[(2,2,6,6-tetramethylpiperidin-4-yl)amino]pyridazin